7-((tetrahydro-2H-pyran-4-yl)methoxy)quinazolin-4(3H)-one O1CCC(CC1)COC1=CC=C2C(NC=NC2=C1)=O